ClC=1C(N(N=CC1NC[C@H]1COCCC1)C1CCN(CC1)S(=O)(=O)C1=CC=C(C=C1)C(C)(C)O)=O (S)-4-chloro-2-(1-((4-(2-hydroxypropan-2-yl)phenyl)sulfonyl)piperidin-4-yl)-5-(((tetrahydro-2H-pyran-3-yl)methyl)amino)pyridazin-3(2H)-one